5-((4-(5,6-dimethylthieno[2,3-d]pyrimidin-4-yl)-1,4-diazepan-1-yl)methyl)-1-oxoisoindoline CC1=C(SC=2N=CN=C(C21)N2CCN(CCC2)CC=2C=C1CNC(C1=CC2)=O)C